glycyl-L-prolyl-L-arginyl-L-valine NCC(=O)N1[C@@H](CCC1)C(=O)N[C@@H](CCCNC(N)=N)C(=O)N[C@@H](C(C)C)C(=O)O